FC1([C@@](C1)(C(=O)N1C[C@H]2OC3=C([C@@H]1C2)C=NC=C3C#N)C)F |o1:2| (2S,5S)-4-[(S or R)-2,2-difluoro-1-methylcyclopropane-1-carbonyl]-2,3,4,5-tetrahydro-2,5-methanopyrido[3,4-f][1,4]oxazepine-9-carbonitrile